(1S,2S)-2-(pyridin-2-yldisulfaneyl)cyclopentan-1-ol N1=C(C=CC=C1)SS[C@@H]1[C@H](CCC1)O